C1(=CC=CC=C1)N1CC(CC1)CC=1N(C=C(N1)C1=CC=C(C=C1)OCC=1N=NC=CC1)C(=O)N ((1-phenylpyrrolidin-3-yl)methyl)-4-(4-(pyridazin-3-ylmethoxy)phenyl)-1H-imidazole-1-carboxamide